(1-ethyl-3-(3-dimethylaminopropyl)carbodiimide) HCl Cl.C(C)N=C=NCCCN(C)C